C(C)(C)(C)C1=NC=CC(=C1)C1CC2(C1)CCNCC2 2-(2-(Tert-butyl)pyridin-4-yl)-7-azaspiro[3.5]nonane